5,6-dimethylpyrazin-2-amine CC=1N=CC(=NC1C)N